1-ethyl-3-butylimidazole acetate C(C)(=O)O.C(C)N1CN(C=C1)CCCC